bis-(4-morpholin-4-ylbutyl) (2E)-but-2-ene-1,4-dioate C(\C=C\C(=O)OCCCCN1CCOCC1)(=O)OCCCCN1CCOCC1